O.[B+3].[NH4+] ammonium boron water